C(C)(C)(C)OC(=O)N1C(=CC=C1)C1=NC2=CC=CC=C2C(=C1C(=O)OCC)Cl Ethyl 2-(1-(tert-butoxycarbonyl)-1H-pyrrol-2-yl)-4-chloroquinoline-3-carboxylate